O.O.N[C@@H]([C@H](C(=O)N)C)C1=NC2=C(N1)C=C(C=C2)C(C)(C)C (αR,βS)-β-Amino-6-(1,1-dimethylethyl)-α-methyl-1H-benzimidazole-2-propanamide dihydrate